5-[4-(3-allyl-2-methoxy-benzyl)-piperazin-1-yl]-4-methyl-benzofuran-2-carboxylic acid C(C=C)C=1C(=C(CN2CCN(CC2)C=2C=CC3=C(C=C(O3)C(=O)O)C2C)C=CC1)OC